3-Chloro-6-(2,4-dimethoxypyrimidin-5-yl)-4-(trans-2-(trifluoromethyl)cyclopropyl)pyridazine ClC=1N=NC(=CC1[C@H]1[C@@H](C1)C(F)(F)F)C=1C(=NC(=NC1)OC)OC